SC(O)C(=O)[C@@H](O)[C@H](O)[C@H](O)CO mercaptofructose